3-bromo-6-chloro-5-methyl-1-(tetrahydro-2H-pyran-2-yl)-1,5-dihydro-4H-pyrazolo[3,4-d]pyrimidin-4-one BrC1=NN(C=2N=C(N(C(C21)=O)C)Cl)C2OCCCC2